C(C1=CC=CC=C1)OC(=O)NCCOC(C(=C)C)=O 2-[(Benzyloxycarbonyl)amino]ethylmethacrylat